3-(m-tolyl)-1H-pyrazol C1(=CC(=CC=C1)C1=NNC=C1)C